(4-((6-cyano-1H-indol-1-yl)methyl)benzyl)carbamic acid tert-butyl ester C(C)(C)(C)OC(NCC1=CC=C(C=C1)CN1C=CC2=CC=C(C=C12)C#N)=O